N-[2-cyclopropyl-3-(2,4-difluorophenyl)-2-methylpropyl]-5-fluoro-4-methoxy-3,4-dihydropyrimidine-2-carboxamide C1(CC1)C(CNC(=O)C1=NC=C(C(N1)OC)F)(CC1=C(C=C(C=C1)F)F)C